ClC=1N=CNC1C1=CC=C(C=C1)C 4-chloro-5-(4-methylphenyl)-1H-imidazole